C(CCCCCCCCCCCCCCCCCCCCC)C(C(=O)N)=CCC docosyl-pentaenoic acid amide